[NH2+](C)OS(=O)(=O)[O-].C(C)N1CCOCC1 ethyl-morpholine azoniaethylsulfate